C(#N)C1=C(OC=2C(=C3C(N(C=NC3=CC2)C=2C=NC(=NC2)N2CCN(CC2)C(=O)OC(C)(C)C)=O)COC)C(=CC=C1NS(N(C)CC)(=O)=O)F tert-butyl 4-[5-[6-[2-cyano-3-[[ethyl(methyl)sulfamoyl]amino]-6-fluoro-phenoxy]-5-(methoxymethyl)-4-oxo-quinazolin-3-yl]pyrimidin-2-yl]piperazine-1-carboxylate